C(C)OC(\C=C\C(NC=1SC=C(N1)C)=O)=O (E)-3-(4-Methyl-thiazol-2-ylcarbamoyl)-acrylic acid ethyl ester